5-(trifluoromethoxy)aniline FC(OC=1C=CC=C(N)C1)(F)F